COC(=O)C1=CC(=CC2=C1N(N=N2)CC2=CC=C(C=C2)C2CC2)Cl 5-chloro-1-(4-cyclopropylbenzyl)-1H-benzo[d][1,2,3]triazole-7-carboxylic acid methyl ester